BrC1=C(C(=O)C=2C=C3C(=CNC3=CC2)C=2CCN(CC2)CC)C=CC=C1 5-(2-bromobenzoyl)-3-(1-ethyl-1,2,3,6-tetrahydropyridin-4-yl)-1H-indole